OC(=O)C(F)(F)F.N1CC(C1)C(=O)N1CC2(CCN(CC2)C2=C(C=C(C=C2)Cl)C(F)(F)F)C=2C=CC(=NC2C1)C=1C(=NC=CC1)OCC azetidin-3-yl-[1'-[4-chloro-2-(trifluoromethyl)phenyl]-2-(2-ethoxypyridin-3-yl)spiro[6,8-dihydro-1,7-naphthyridine-5,4'-piperidine]-7-yl]methanone TFA salt